ClC=1C=CC(=C(C1)C1=CC(=C(N=N1)SCCO)NC1=CC(=NC=C1)NC(=O)C1CC(C1)N1CCSCC1)F N-(4-{[6-(5-chloro-2-fluorophenyl)-3-[(2-hydroxyethyl)sulfanyl]pyridazin-4-yl]amino}pyridin-2-yl)-3-(thiomorpholin-4-yl)cyclobutane-1-carboxamide